C(C)(C)(C)OC(N[C@@H](COCC1=C(C=C(C(=C1)N)OC)F)C)=O (R)-(1-((5-amino-2-fluoro-4-methoxybenzyl)oxy)propan-2-yl)carbamic acid tert-butyl ester